BrC1=NN2C(N(C(=C(C2=O)N2CCN(CC2)C(=O)OC(C)(C)C)CC)CC(NC2=CC=C(C=C2)S(F)(F)(F)(F)F)=O)=N1 tert-butyl 4-(2-bromo-5-ethyl-7-oxo-4-(2-oxo-2-((4-(pentafluoro-λ6-sulfanyl)phenyl)amino)ethyl)-4,7-dihydro-[1,2,4]triazolo[1,5-a]pyrimidin-6-yl)piperazine-1-carboxylate